4-((1-(4-(2-(2-aminopyridin-3-yl)-6-fluoro-3H-imidazo[4,5-b]pyridin-3-yl)benzyl)piperidin-4-yl)amino)pyrimidine-2-carbonitrile NC1=NC=CC=C1C1=NC=2C(=NC=C(C2)F)N1C1=CC=C(CN2CCC(CC2)NC2=NC(=NC=C2)C#N)C=C1